C(C)(C)(C)C1=NOC(=N1)C(=O)N[C@H](C)C1=C(C=C(C=C1)C1=NC=NC(=C1)NC1=NC=C(C=C1)N1CC(C1)CO)C (R)-3-(tert-butyl)-N-(1-(4-(6-((5-(3-(hydroxymethyl)azetidin-1-yl)pyridin-2-yl)amino)pyrimidin-4-yl)-2-methylphenyl)ethyl)-1,2,4-oxadiazole-5-carboxamide